N1(CCOCC1)C(=O)OC=1C(=NN(C(C1C1=C(C(=CC=C1F)Cl)CCC1=CC=C(C=C1)C)=O)C)C [5-[3-chloro-6-fluoro-2-[2-(p-tolyl)ethyl]phenyl]-1,3-dimethyl-6-oxo-pyridazin-4-yl] morpholine-4-carboxylate